2-((1-(7'-bromo-9'-oxo-1',2'-dihydro-9'H-spiro[cyclohexane-1,3'-pyrrolo[2,1-b]quinazolin]-5'-yl)ethyl)amino)benzoic acid BrC1=CC=2C(N3C(=NC2C(=C1)C(C)NC1=C(C(=O)O)C=CC=C1)C1(CC3)CCCCC1)=O